ClC=1C=CC=C2C=CC=C(C12)N1CC=2N=C(N=C(C2CC1)N1C[C@@H](N(CC1)C(C(=C)F)=O)CC#N)OCC=1N(CCC1)C 2-((S)-4-(7-(8-chloronaphthalen-1-yl)-2-(((S)-1-methylpyrrolin-2-yl)methoxy)-5,6,7,8-tetrahydropyrido[3,4-d]pyrimidin-4-yl)-1-(2-fluoroacryloyl)piperazin-2-yl)acetonitrile